BrC1=CC=C(C=C1)[C@@H]1C(=C(C=C(C1)C1=CC=CC=C1)C1=CC=CC=C1)C=O (R)-4-bromo-5'-phenyl-1',6'-dihydro-[1,1':3',1''-terphenyl]-2'-carbaldehyde